6-(1-(1-(azetidin-3-ylmethyl)azetidin-3-yl)-5-methyl-1H-pyrazol-4-yl)-4-methoxypyrazolo[1,5-a]pyridine-3-carbonitrile N1CC(C1)CN1CC(C1)N1N=CC(=C1C)C=1C=C(C=2N(C1)N=CC2C#N)OC